3-(5-methyl-1,3-thiazol-2-yl)-5-[(3R)-tetrahydrofuran-3-yloxy]-N-{(1S)-1-[2-(trifluoromethyl)pyrimidin-5-yl]ethyl}benzamide CC1=CN=C(S1)C=1C=C(C(=O)N[C@@H](C)C=2C=NC(=NC2)C(F)(F)F)C=C(C1)O[C@H]1COCC1